perylenyl acrylate C(C=C)(=O)OC1=CC=C2C=CC=C3C4=CC=CC5=CC=CC(C1=C23)=C45